(4-cyclopropyl-1H-imidazol-1-yl)-6-fluorobenzofuran-2-carboxylic acid C1(CC1)C=1N=CN(C1)C1=C(OC2=C1C=CC(=C2)F)C(=O)O